r-(+)-1,1'-binaphthyl C1(=CC=CC2=CC=CC=C12)C1=CC=CC2=CC=CC=C12